ω-aminolauric acid C(CCCCCC(=O)O)CCCCCN